(2Z)-2-({2-Fluoro-4-methyl-5-[(2,2,2-trifluoroethyl)sulfanyl]phenyl}imino)-3-(2,2,2-trifluoroethyl)-1,3-thiazolidin FC1=C(C=C(C(=C1)C)SCC(F)(F)F)\N=C\1/SCCN1CC(F)(F)F